methyl 1-(4-((3-amino-6-phenylpyridin-2-yl)amino)phenethyl)pyrrolidine-3-carboxylate NC=1C(=NC(=CC1)C1=CC=CC=C1)NC1=CC=C(CCN2CC(CC2)C(=O)OC)C=C1